C1(CC1)NC(C1=C(C=C(C=C1OC)C1=CN=C2N1C=CC(=C2)OC2=CC=CC=C2)OC(F)F)=O N-cyclopropyl-2-(difluoromethoxy)-6-methoxy-4-(7-phenoxyimidazo[1,2-a]pyridin-3-yl)benzamide